(2R)-4-[2-chloro-3-(2-fluorophenoxy)-6-nitrophenyl]-2-formylpiperazine-1-carboxylic acid tert-butyl ester C(C)(C)(C)OC(=O)N1[C@H](CN(CC1)C1=C(C(=CC=C1[N+](=O)[O-])OC1=C(C=CC=C1)F)Cl)C=O